C1=CC2=CC=CC3=CC4=CC=CC=C4C1=C23 Aceanthrylen